C(C1=CC=CC=C1)SC1=CC(=C(CNC(\C=C\C=2C=NC3=NC(=CC=C3C2Cl)OC)=O)C(=C1)F)F (E)-N-(4-(benzylthio)-2,6-difluorobenzyl)-3-(4-chloro-7-methoxy-1,8-naphthyridin-3-yl)acrylamide